C(C)OC(C(CC1=CC(=C(C=C1)C)[C@H](C)O)C1=C(C2=C(N(N=N2)CCOCCOCC2=CC=CC=C2)C=C1)C)=O (1-{2-[2-(benzyloxy)ethoxy]ethyl}-4-methyl-1H-benzotriazol-5-yl)-3-{3-[(1S)-1-hydroxyethyl]-4-methylphenyl}propanoic acid ethyl ester